1-phenyl-5-((tetrahydro-2H-pyran-4-yl)thio)-1H-tetrazole C1(=CC=CC=C1)N1N=NN=C1SC1CCOCC1